C(C)N1N=C(N=C1)C(F)(F)F ethyl-3-(trifluoromethyl)-1H-1,2,4-triazole